C1(CC1)N1N=CC(=C1)C=1C=C(NCC23CCC(CC2)(CC3)C3=CC(=C(C=C3)OC)C)C=CC1 3-(1-Cyclopropyl-1H-pyrazol-4-yl)-N-((4-(4-methoxy-3-methylphenyl)bicyclo[2.2.2]octan-1-yl)methyl)aniline